(2R,3R)-3-(3,4-Bis(methoxymethoxy)phenyl)-3-((tert-butyldimethylsilyl)oxy)-2-hydroxypropyl 4-methylbenzenesulfonate CC1=CC=C(C=C1)S(=O)(=O)OC[C@H]([C@H](O[Si](C)(C)C(C)(C)C)C1=CC(=C(C=C1)OCOC)OCOC)O